3-Methoxy-7-{6-methyl-3-[1-(spiro[3.3]hept-2-ylmethyl)-1H-pyrazol-4-yl]pyridin-2-yl}cinnolin COC=1N=NC2=CC(=CC=C2C1)C1=NC(=CC=C1C=1C=NN(C1)CC1CC2(C1)CCC2)C